O[C@@H]1[C@H](CCCC1)NC(=O)C=1C=CC(=C(C1)C1=NC=C(C=C1C(=O)N)C1=CC=CC=C1)C (5-{[(1S,2S)-2-hydroxycyclohexyl]carbamoyl}-2-methylphenyl)-5-phenylpyridine-3-carboxamide